CC1=CC=C(C=C1)S(=O)(=O)OCCC1=CC=C(C=C1)CN1C(=C(C2=CC(=CC=C12)OCC1=CC=CC=C1)F)C1=C(C=CC=C1)OC 4-((5-(benzyloxy)-3-fluoro-2-(2-methoxyphenyl)-1H-indol-1-yl)methyl)phenethyl 4-methylbenzenesulfonate